6-(trifluoro-methyl)pyridinecarboxamide FC(C1=CC=CC(=N1)C(=O)N)(F)F